(R)-N-(4-(3-(pyrido[3,4-d]pyrimidin-2-ylamino)pyrrolidine-1-carbonyl)phenyl)acrylamide N1=C(N=CC2=C1C=NC=C2)N[C@H]2CN(CC2)C(=O)C2=CC=C(C=C2)NC(C=C)=O